(S)-1-(7-(1-aminoethyl)-2-chloropyrazolo[1,5-a]pyrimidin-6-yl)-3-(5-chloro-6-(2H-1,2,3-triazol-2-yl)pyridin-3-yl)urea N[C@@H](C)C1=C(C=NC=2N1N=C(C2)Cl)NC(=O)NC=2C=NC(=C(C2)Cl)N2N=CC=N2